6-(aminomethyl)-N-(4-fluorophenyl)-N-methylpyridineamide dihydrochloride Cl.Cl.NCC1=CC=CC(=N1)C(=O)N(C)C1=CC=C(C=C1)F